ClC1=CC=C(C=C1)C=1C(=NC=CC1)[C@H](CC1=CC(=CC(=C1)F)F)NC(CC1=CNC2=CC(=CC=C12)CNC(OC(C)(C)C)=O)=O (S)-tert-butyl (3-(2-(1-(3-(4-chlorophenyl)pyridin-2-yl)-2-(3,5-difluorophenyl)ethylamino)-2-oxoethyl)-1H-indol-6-yl)methylcarbamate